COC1C=C(C(=O)C2=CC=CC=C2)C=CC1(Cl)OC 3,4-dimethoxy-4-chlorobenzophenone